4-((2-methoxy-3-(1-methyl-1H-1,2,4-triazol-3-yl)phenyl)amino)-2-((2-methoxypyridin-4-yl)amino)-N-methylpyrimidine COC1=C(C=CC=C1C1=NN(C=N1)C)NC1=NC(N(C=C1)C)NC1=CC(=NC=C1)OC